2-phenyl-4-(2,5-dichlorophenyl)imidazole C1(=CC=CC=C1)C=1NC=C(N1)C1=C(C=CC(=C1)Cl)Cl